N-(2-Chloro-6-(2-(3-methoxy-5-(trifluoromethoxy)phenyl)propan-2-yl)pyridin-4-yl)-5-(2-(methylsulfonyl)propan-2-yl)benzo[b]thiophen-2-carboxamid ClC1=NC(=CC(=C1)NC(=O)C1=CC2=C(S1)C=CC(=C2)C(C)(C)S(=O)(=O)C)C(C)(C)C2=CC(=CC(=C2)OC(F)(F)F)OC